BrC=1C=CC=C2C=NN(C12)C1C(CCCC1)Br 7-bromo-1-(2-bromocyclohexyl)-1H-indazole